C(C1=CC=CC=C1)N(C([C@H](C(C)(C)O)S[C@@H]1O[C@@H]([C@@H]([C@@H]([C@H]1O)N1N=NC(=C1)C1=CC(=C(C(=C1)F)F)F)O)CO)=O)C (S)-N-benzyl-2-(((2S,3R,4S,5R,6R)-3,5-dihydroxy-6-(hydroxymethyl)-4-(4-(3,4,5-trifluorophenyl)-1H-1,2,3-triazol-1-yl)tetrahydro-2H-pyran-2-yl)thio)-3-hydroxy-N,3-dimethylbutanamide